1-{[1-(3-Methoxypropyl)cyclohexyl]methyl}-5-methyl-4-(4,4,5,5-tetramethyl-1,3,2-dioxaborolan-2-yl)-1H-pyrazole COCCCC1(CCCCC1)CN1N=CC(=C1C)B1OC(C(O1)(C)C)(C)C